N-(2-((2R,3R)-2-methylazepan-3-yl)thieno[2,3-b]pyridin-4-yl)benzo[d]thiazol-5-amine C[C@H]1NCCCC[C@H]1C1=CC=2C(=NC=CC2NC=2C=CC3=C(N=CS3)C2)S1